C(C)(C)C1=C(C=C(C=C1OC)C=1OC2=C(C(C1)=O)C=CC=C2)OC 2-(4-Isopropyl-3,5-dimethoxyphenyl)-4H-benzopyran-4-one